CC1=C(C=C(C(=C1)SC1=CC(=CC=C1)OCC(C(F)F)(F)F)C)N=CN(C)CC N'-(2,5-dimethyl-4-{[3-(2,2,3,3-tetrafluoropropoxy)phenyl]sulfanyl}phenyl)-N-ethyl-N-methylimidoformamide